6-(3-Hydroxybenzylamino)-9-β-D-arabinofuranosylpurin OC=1C=C(CNC2=C3N=CN(C3=NC=N2)[C@H]2[C@@H](O)[C@H](O)[C@H](O2)CO)C=CC1